P(OCCC)(OCCC)(=O)N dipropyl phosphoramidate